C(CCCCC(=O)[O-])(=O)[O-].[NH3+]CCCCCC[NH3+].[NH4+] azanium 6-azaniumylhexylazanium hexanedioate